FC1=CC=C(CN(C(=O)NCCCOC)CC2=C(C=C(C=C2OC)OC)\C=C\C2=CC=C(C=C2)CC(C)C)C=C1 (E)-1-(4-fluorobenzyl)-1-(2-(4-isobutylstyryl)-4,6-dimethoxybenzyl)-3-(3-methoxypropyl)urea